(2S,3S)-2-((2-((tert-butoxycarbonyl)amino)-3-fluorophenyl)(methyl)carbamoyl)-5-oxopyrrolidine-3-carboxylic acid methyl ester COC(=O)[C@@H]1[C@H](NC(C1)=O)C(N(C)C1=C(C(=CC=C1)F)NC(=O)OC(C)(C)C)=O